C(C1=CC=CC=C1)OC(=O)N1C2CC2CC(C1CC=1C(=C(C=CC1)C1=CC(=CC(=C1)F)F)F)NS(=O)(=O)C1CC1 4-cyclopropylsulfonylamino-3-((2,3',5'-trifluoro-[1,1'-biphenyl]-3-yl)methyl)-2-azabicyclo[4.1.0]heptane-2-carboxylic acid benzyl ester